(2R,5S)-N-{2-benzyl-2-azaspiro[3.3]heptan-6-yl}-2,5-dimethyl-4-[4-(trifluoromethyl)phenyl]piperazine-1-carboxamide C(C1=CC=CC=C1)N1CC2(C1)CC(C2)NC(=O)N2[C@@H](CN([C@H](C2)C)C2=CC=C(C=C2)C(F)(F)F)C